4-[2-(difluoromethoxy)phenyl]-2-[5-(trifluoromethyl)pyridin-2-yl]-2,3-dihydro-1H-pyrrolo[3,4-c]pyridin-1-one FC(OC1=C(C=CC=C1)C1=NC=CC2=C1CN(C2=O)C2=NC=C(C=C2)C(F)(F)F)F